2-(4-aminostyryl)-4H-chromene NC1=CC=C(C=CC=2OC3=CC=CC=C3CC2)C=C1